ClC1(N=CC(=N1)Cl)CC(=O)C1=CC=CC=C1 2,4-dichloro-2-imidazoleacetophenone